N-(4-(5-amino-1-(piperidin-2-yl)imidazo[1,5-c]pyrimidin-3-yl)benzyl)-5-fluoro-2-methoxybenzamide NC1=NC=CC=2N1C(=NC2C2NCCCC2)C2=CC=C(CNC(C1=C(C=CC(=C1)F)OC)=O)C=C2